C(C)O[C@@H]1CC[C@H](CC1)NC1=NN2C(C=N1)=C(C=C2)C=2C=NC=1N(C2)C(=CN1)CC N-(trans-4-ethoxycyclohexyl)-5-(3-ethylimidazo[1,2-a]pyrimidin-6-yl)pyrrolo[2,1-f][1,2,4]triazin-2-amine